N-(3-bromo-4-fluorophenyl)-4-fluoropyrrolidine-2-carboxamide BrC=1C=C(C=CC1F)NC(=O)C1NCC(C1)F